S1C=NC2=C1C=CC=C2NC(=O)C=2C=NC=CC2 N-(1,3-benzothiazol-4-yl)pyridine-3-carboxamide